5-amino-2-benzofuran NC1=CC=2C(=COC2)C=C1